N-[(5-Chlorothiophen-2-yl)methyl]-3-(2-methylpyrrolidin-2-yl)-1-(thiophen-3-carbonyl)-1H-pyrazol-5-amin ClC1=CC=C(S1)CNC1=CC(=NN1C(=O)C1=CSC=C1)C1(NCCC1)C